C1C(CCC=C)O1 1,2-epoxy-5-hexene